(7R,14R)-11-[2-(2-aminopropan-2-yl)pyrimidin-5-yl]-1-(difluoromethoxy)-6-(trideutero)methyl-6,7-dihydro-7,14-methanobenzimidazo[1,2-b][2,5]benzodiazocin NC(C)(C)C1=NC=C(C=N1)C=1C=CC2=C(C1)N1C3=C4C(=CN([C@@H](C1=N2)C3)C([2H])([2H])[2H])C=CC=C4OC(F)F